2,4,6-triphenylpyran C1(=CC=CC=C1)C1OC(=CC(=C1)C1=CC=CC=C1)C1=CC=CC=C1